9-bromo-7-methoxy-2,3-dihydro-1H-cyclopenta[a]naphthalene BrC1=CC(=CC2=CC=C3C(=C12)CCC3)OC